BrC=1C2=CN(N=C2C(=CC1)C(=O)NC=1C=C(C=2N(C1)C=C(N2)C)F)C 4-bromo-N-{8-fluoro-2-methylimidazo[1,2-a]pyridin-6-yl}-2-methylindazole-7-carboxamide